7-(2-amino-7-fluorobenzo[d]thiazol-4-yl)-6-chloro-8-fluoro-2-methylquinoline-3-carbonitrile NC=1SC2=C(N1)C(=CC=C2F)C2=C(C=C1C=C(C(=NC1=C2F)C)C#N)Cl